((3AS,4R,6S,6aS)-6-(4-aminopyrrolo[2,1-f][1,2,4]triazin-7-yl)-4-(chloromethyl)-2,2-dimethyltetrahydrofurano[3,4-d][1,3]dioxol-4-yl)methanol chloro-5-methyltetrahydrofolate ClC(C(=O)OC[C@]1(O[C@H]([C@@H]2OC(O[C@@H]21)(C)C)C2=CC=C1C(=NC=NN12)N)CCl)C[C@@H](C(=O)O)NC(=O)C1=CC=C(NCC2CNC=3N=C(N)NC(=O)C3N2C)C=C1